C(C=C)NCC=C.C(C=C)(=O)N acrylamide-diallylamine salt